2,2,8-trimethyl-6-chromanol CC1(OC2=C(C=C(C=C2CC1)O)C)C